4-((1E,3E)-4-(4-dimethylaminophenyl)butan-1,3-dien-1-yl)-2,6-dimethylpyridin-1-ium CN(C1=CC=C(C=C1)/C=C/C=C/C1=CC(=[NH+]C(=C1)C)C)C